4,4'-butylene-bis(3-methyl-6-tertiary butyl-phenol) C(CCCC1=C(C=C(C(=C1)C(C)(C)C)O)C)C1=C(C=C(C(=C1)C(C)(C)C)O)C